C(C)(C)(C)OC(NCCN1N=C(N=C1C1CCOCC1)C=1C=NC=C(C1)[C@](C1=CC=C(C=C1)C(C)C)(O)C1(CN(C1)C)C)=O {2-[3-{5-[(R)-(1,3-Dimethyl-azetidin-3-yl)-hydroxy-(4-isopropyl-phenyl)-methyl]-pyridin-3-yl}-5-(tetrahydro-pyran-4-yl)-[1,2,4]triazol-1-yl]-ethyl}-carbamic acid tert-butyl ester